N1(CCNCC1)C1=NSC2=C1C=CC=C2 3-(piperazin-1-yl)benzo[d]isothiazole